2-(benzyloxy)-N-[(1R)-1-(4-bromo-3,5-dimethoxyphenyl)ethyl]acetamide C(C1=CC=CC=C1)OCC(=O)N[C@H](C)C1=CC(=C(C(=C1)OC)Br)OC